2-(2-cyclopropyl-3',5'-difluoro-[1,1'-biphenyl]-3-yl)-N-((1R,6S)-2,2-difluoro-6-(((S)-1-((1-fluorocyclopropyl)methyl)pyrrolidin-3-yl)oxy)cyclohexyl)acetamide C1(CC1)C1=C(C=CC=C1CC(=O)N[C@H]1C(CCC[C@@H]1O[C@@H]1CN(CC1)CC1(CC1)F)(F)F)C1=CC(=CC(=C1)F)F